O[C@H]1C=2C=CC(=CC2CC[C@H]1[C@H]1N2C(C3=CC=CC=C13)=CN=C2)C(=O)N(C)C (5R,6S)-5-hydroxy-6-((R)-5H-imidazo[5,1-a]isoindol-5-yl)-N,N-dimethyl-5,6,7,8-tetrahydronaphthalene-2-carboxamide